1-bromo-2,2-difluoroethane BrCC(F)F